OCCCNC1CN(C1)C(=O)OC(C)(C)C tert-butyl 3-((3-hydroxypropyl)amino)azetidine-1-carboxylate